2-(6-(azetidin-3-yl)-5-fluoro-7H-pyrrolo[2,3-c]pyridazin-3-yl)phenol N1CC(C1)C1=C(C2=C(N=NC(=C2)C2=C(C=CC=C2)O)N1)F